tert-butyl 4-(4-(4-chloro-2-(1-(6,7-dihydro-5H-pyrrolo[1,2-c]imidazol-1-yl)-2-ethoxy-2-oxoethyl)-7-fluoro-2H-indazol-6-yl)phenyl)piperazine-1-carboxylate ClC=1C2=CN(N=C2C(=C(C1)C1=CC=C(C=C1)N1CCN(CC1)C(=O)OC(C)(C)C)F)C(C(=O)OCC)C1=C2N(C=N1)CCC2